ClC1=CC=2C3=C(C(=NC2C(=C1C1=CC=CC2=CC=CC(=C12)Cl)F)SC)C=NN3[C@@H]3C[C@H](N(CC3)C(=O)OC(C)(C)C)CCO tert-butyl (2S,4S)-4-(8-chloro-7-(8-chloronaphthalen-1-yl)-6-fluoro-4-(methylthio)-1H-pyrazolo[4,3-c]quinolin-1-yl)-2-(2-hydroxyethyl)piperidine-1-carboxylate